C(C)(C)OCCCNC(N)=O 3-(3-isopropoxypropyl)urea